NC1=C(C=2C=C(C=3C=CC=NC3C2N1C1=C(C(=CC=C1C)OC)C)C)C(=O)N 2-amino-1-(3-methoxy-2,6-dimethylphenyl)-5-methylpyrrolo[3,2-h]quinoline-3-carboxamide